tert-butyl 5-benzoylbenzo[c]isoxazole-3-carboxylate C(C1=CC=CC=C1)(=O)C1=CC=2C(=NOC2C(=O)OC(C)(C)C)C=C1